trifluoropropanol lithium borate B([O-])([O-])[O-].[Li+].FC(CCO)(F)F.[Li+].[Li+]